2,2,6,6-tetramethyl-4-piperidyl ketoxime CC1(NC(CC(C1)C(=NO)C1CC(NC(C1)(C)C)(C)C)(C)C)C